4-methoxyphenoxycarbonyl azide COC1=CC=C(OC(=O)N=[N+]=[N-])C=C1